C(C)(C)(C)OC(=O)N1[C@H](C[C@H](C1)O)C(N(C1=CC=C2C(=CNC2=C1)C)C(C(=O)NC1CCC(CC1)(F)F)C=1C=NC=C(C1)F)=O (2R,4R)-tert-butyl-2-((2-((4,4-difluorocyclohexyl)amino)-1-(5-fluoropyridin-3-yl)-2-oxoethyl)(3-methyl-1H-indol-6-yl)carbamoyl)-4-hydroxypyrrolidine-1-carboxylate